(S)-1-(thiazole-2-carbonyl)-N-(3,4,5-trifluorophenyl)pyrrolidine-3-carboxamide S1C(=NC=C1)C(=O)N1C[C@H](CC1)C(=O)NC1=CC(=C(C(=C1)F)F)F